C1(CC1)CS(=O)(=O)NC1=NC=C(C(=C1F)I)F 1-cyclopropyl-N-(3,5-difluoro-4-iodopyridin-2-yl)methanesulfonamide